N-(3-(3-(9H-purin-6-yl)pyridin-2-ylamino)-4-methylphenyl)-2-(1,4-oxazepan-7-yl)acetamide N1=CN=C2NC=NC2=C1C=1C(=NC=CC1)NC=1C=C(C=CC1C)NC(CC1CCNCCO1)=O